C(CCCCCCCCCCCC)OC(C=CC1(NC=CC=N1)C=1C=NC=C(C1)OCOC)=O 2-[5-(methoxymethoxy)pyridin-3-yl]pyrimidineacrylic acid tridecyl ester